OC1CC2CC([C@H]3[C@@H]4CC[C@H]([C@@H](CCC(=O)NCCCNC(CC[C@@H](C)[C@H]5CC[C@H]6[C@@H]7[C@@H](C[C@@H]8C[C@@H](CC[C@]8(C)[C@H]7C[C@@H]([C@]56C)O)O)O)=O)C)[C@]4(C(C[C@@H]3[C@]2(CC1)C)O)C)O 3,7,12-trihydroxy-N-[3-[[(3a,5b,7a,12a)-3,7,12-trihydroxy-24-oxocholan-24-yl]amino]propyl]-cholan-24-amide